(S)-4-(3-(5-(difluoromethyl)-1,3,4-thiadiazol-2-yl)-6-(N-(1-methylcyclopropyl)sulfamoyl)imidazo[1,5-a]pyridin-8-yl)-N-methylmorpholine-2-carboxamide FC(C1=NN=C(S1)C1=NC=C2N1C=C(C=C2N2C[C@H](OCC2)C(=O)NC)S(NC2(CC2)C)(=O)=O)F